2-(4-(difluoromethyl)-2,6-diisopropylphenyl)-N-(3-fluoro-5-(2-hydroxypropan-2-yl)thiophene-2-sulfonimidoyl)acetamide FC(C1=CC(=C(C(=C1)C(C)C)CC(=O)NS(=O)(=N)C=1SC(=CC1F)C(C)(C)O)C(C)C)F